CN1C(N(CC=2C1=NC(=NC2)NC2=CC=C(C=C2)N2CCOCC2)C2=C(C=CC(=C2)C=2NC(=CN2)C2=C(C=CC=C2)OC(F)(F)F)C)=O 1-methyl-3-(2-methyl-5-(5-(2-(trifluoromethoxy)phenyl)-1H-imidazol-2-yl)phenyl)-7-((4-morpholinophenyl)amino)-3,4-dihydropyrimido[4,5-d]pyrimidin-2(1H)-one